C(C)(C)(C)OC(=O)N([C@H]1CN(CCC1)C=1N=[N+](C(=CC1)C1(COC1)NS(=O)C(C)(C)C)[O-])CC1CC1 3-((R)-3-((tert-butoxycarbonyl)(cyclopropylmethyl)amino)piperidin-1-yl)-6-(3-((tert-butylsulfinyl)amino)oxetan-3-yl)pyridazine 1-oxide